C1(NCC12CC(C2)CCO)=O 2-[2-azaspiro[3.3]heptanone-6-yl]ethan-1-ol